[3-(1-amino-4-methylphthalazin-6-yl)-4-(3-methylbutanoylamino)phenyl]boronic acid formic acid salt C(=O)O.NC1=NN=C(C2=CC(=CC=C12)C=1C=C(C=CC1NC(CC(C)C)=O)B(O)O)C